2'-(3-chloro-1H-pyrrolo[2,3-b]pyridin-5-yl)-1-(phenylmethanesulfonyl)-5',6'-dihydrospiro[piperidine-4,4'-pyrrolo[1,2-b]pyrazole] ClC1=CNC2=NC=C(C=C21)C=2C=C1N(N2)CCC12CCN(CC2)S(=O)(=O)CC2=CC=CC=C2